COC=1C(=NC=CC1C=1N=NN(N1)C)NC1=C(C=NC(=C1)NC(CC)=O)C(=O)NC([2H])([2H])[2H] 4-{[3-Methoxy-4-(2-methyl-2H-1,2,3,4-tetrazol-5-yl)pyridin-2-yl]amino}-N-(2H3)methyl-6-propanamidopyridin-3-carboxamid